C(C)O[Si](CCSSSSCC[Si](OCC)(OCC)OCC)(OCC)OCC bis-[2-(triethoxysilyl)-ethyl]tetrasulfide